FC=1C(=NC(=NC1)OCC1=CC=C(C=C1)C)N 5-fluoro-2-(p-tolylmethoxy)pyrimidine-4-amine